N-[(difluoromethylsulfonylamino)-methylsulfanyl-methylene]-2-(1,3-dioxoisoindolin-2-yl)acrylamide FC(S(=O)(=O)NC(=NC(C(=C)N1C(C2=CC=CC=C2C1=O)=O)=O)SC)F